ClC(=C(CCl)Cl)Cl 1,1,2,3-Tetrachloropropene